CC=1N=CC2=C(N1)C(N(C(=C2)O[C@@H]2COCC2)C)=O 2,7-dimethyl-6-(((S)-tetrahydrofuran-3-yl)oxy)pyrido[3,4-d]pyrimidin-8(7H)-one